NC1=NC=C(C(=N1)C(F)F)C1=NC(=NC(=N1)N1CCOCC1)N1CCN(CC1)C(=O)OC1=CC=C(C=C1)CN 4-(amino methyl)phenyl 4-{4-[2-amino-4-(difluoromethyl)pyrimidin-5-yl]-6-(morpholin-4-yl)-1,3,5-triazin-2-yl}piperazine-1-carboxylate